((2R,3R,4R,5R)-3-acetoxy-5-(2-amino-6-(methylamino)-9H-purin-9-yl)-4-fluoro-4-methyltetrahydrofuran-2-yl)methyl 2-phenylacetate C1(=CC=CC=C1)CC(=O)OC[C@H]1O[C@H]([C@]([C@@H]1OC(C)=O)(C)F)N1C2=NC(=NC(=C2N=C1)NC)N